6,6-Dimethyl-8-(2-oxo-2-piperazin-1-yl-ethoxy)-6H-benzo[b]naphtho[2,3-d]furan-11-one CC1(C2=CC(=CC=C2C(C=2C3=C(OC21)C=CC=C3)=O)OCC(N3CCNCC3)=O)C